(S)-1-ferrocenyl-ethyl-dimethylamine [C-]1(C=CC=C1)[C@H](C)N(C)C.[CH-]1C=CC=C1.[Fe+2]